O[C@@]1([C@@H](CN(C1)CCOC)NC(=O)NC1=C2C(=NN1C1=CC=CC=C1)CCC2)C2=CC=CC=C2 1-((3R,4S)-4-hydroxy-1-(2-methoxyethyl)-4-phenylpyrrolidin-3-yl)-3-(2-phenyl-2,4,5,6-tetrahydrocyclopenta[c]pyrazol-3-yl)urea